(5-chloro-2-(methylthio)phenyl)boronic acid ClC=1C=CC(=C(C1)B(O)O)SC